FC=1C=C(C=C(C1)F)[C@@H]1CCN2N1C(C1(C2)CCN(CC1)C(C1=CC(=CC=C1)F)=O)=O (S)-7'-(3,5-difluorophenyl)-1-(3-fluorobenzoyl)dihydro-1'H,3'H,5'H-spiro[piperidine-4,2'-pyrazolo[1,2-a]pyrazol]-1'-one